1-(piperidin-4-yl)-8-(trifluoromethyl)-3,4-dihydro-quinazolin N1CCC(CC1)N1CNCC2=CC=CC(=C12)C(F)(F)F